(S)-4-((5-chloro-6-(2-hydroxy-4-(trifluoromethyl)phenyl)-2H-pyrazolo[3,4-b]pyridin-2-yl)methyl)-1-ethylpyrrolidin-2-one ClC1=CC=2C(N=C1C1=C(C=C(C=C1)C(F)(F)F)O)=NN(C2)C[C@H]2CC(N(C2)CC)=O